N-(4-((9-(2-(methylamino)-7-(2,2,2-trifluoroethyl)quinazolin-4-yl)-3,9-diazaspiro[5.5]undecan-3-yl)methyl)phenyl)ethanesulfonamide CNC1=NC2=CC(=CC=C2C(=N1)N1CCC2(CCN(CC2)CC2=CC=C(C=C2)NS(=O)(=O)CC)CC1)CC(F)(F)F